2-methyl-2,3-dihydro-1H-isoindol-5-amine CN1CC2=CC=C(C=C2C1)N